methyl (2S)-2-(2,2-dimethyltetrahydro-2H-pyran-4-carboxamido)-9-(5,6,7,8-tetrahydro-1,8-naphthyridin-2-yl)nonanoate CC1(OCCC(C1)C(=O)N[C@H](C(=O)OC)CCCCCCCC1=NC=2NCCCC2C=C1)C